tert-Butyl 4-(6-chloro-4-oxo-3H-quinazolin-2-yl)piperazine-1-carboxylate ClC=1C=C2C(NC(=NC2=CC1)N1CCN(CC1)C(=O)OC(C)(C)C)=O